hydroxymethyl-phenyl-carbamic acid OCN(C(O)=O)C1=CC=CC=C1